COC1=C(C=CC=C1)C1=CC=2N(C[C@H]3N(C2N=C1)CCN(C3)CCC(=O)O)S(=O)(=O)C3=CC(=CC=C3)C(F)(F)F (S)-3-(3-(2-methoxyphenyl)-5-(3-(trifluoromethyl)phenylsulfonyl)-6a,7,9,10-tetrahydro-5H-pyrazino[1,2-a]pyrido[3,2-e]pyrazin-8(6H)-yl)propionic acid